N-(2-(2,6-dioxopiperidin-3-yl)-1-oxoisoindolin-5-yl)-1,4-dimethyl-1H-pyrrolo[2,3-b]pyridine-5-carboxamide O=C1NC(CCC1N1C(C2=CC=C(C=C2C1)NC(=O)C=1C(=C2C(=NC1)N(C=C2)C)C)=O)=O